ClC1=CC=C(C=C1)C1(CC1)/C=C/C(=O)OC(C)(C)C tert-butyl (E)-3-(1-(4-chlorophenyl)cyclopropyl)acrylate